CC(C)[C@@H]1CC=C(CC1)CCC=O (4S)-4-(1-Methylethyl)-1-cyclohexene-1-propanal